COC1(CCC1)N1C=NC2=C(C=C(N=C12)N1N=C(C=C1COC)C=1C=C(C=CC1)C)N1CCOCC1 3-(1-methoxycyclobutyl)-5-[5-(methoxymethyl)-3-(m-tolyl)-1-pyrazolyl]-7-morpholino-3H-1,3,4-triazaindene